ClC1=CC(=C(COC2=CC=CC(=N2)C2CCN(CC2)CC2=NC3=C(N2CC2CN(C(C2)=O)C)C=C(C=C3)C(=O)O)C=C1)F 2-[(4-{6-[(4-chloro-2-fluorobenzyl)oxy]pyridin-2-yl}piperidin-1-yl)methyl]-1-[(1-methyl-5-oxopyrrolidin-3-yl)methyl]-1H-benzimidazole-6-carboxylic acid